C1[C@@H]2C=C[C@H]1[C@@H]3[C@H]2C(=O)N(C3=O)O endo-N-Hydroxy-5-norbornene-2,3-dicarboximide